7-((5-(4-methylpiperazin-1-yl)pyridin-2-yl)amino)isoindolin-1-one CN1CCN(CC1)C=1C=CC(=NC1)NC=1C=CC=C2CNC(C12)=O